C(#N)N(S(=O)OC)S(=O)OC dimethyl cyanoiminodithionate